(4-chloro-3-cyano-5,6-dimethyl-2-pyridyl)-N-[4-(trifluoromethyl)phenyl]carbamate ClC1=C(C(=NC(=C1C)C)OC(NC1=CC=C(C=C1)C(F)(F)F)=O)C#N